CN(C(C#CC)=O)[C@@H]1C[C@@H](CCC1)OC=1C=2N(C=C(N1)C=1C=NN(C1)C)N=CC2 |r| (rac)-N-Methyl-N-((1S,3R)-3-((6-(1-methyl-1H-pyrazol-4-yl)pyrazolo[1,5-a]pyrazin-4-yl)oxy)cyclohexyl)but-2-ynamide